Benzyl ((2S,3R)-3-(tert-butoxy)-1-(((S)-1-(((S)-1-hydroxy-3-((S)-2-oxopyrrolidin-3-yl)propan-2-yl)amino)-4-methyl-1-oxopentan-2-yl)amino)-1-oxobutan-2-yl)carbamate C(C)(C)(C)O[C@@H]([C@@H](C(=O)N[C@H](C(=O)N[C@H](CO)C[C@H]1C(NCC1)=O)CC(C)C)NC(OCC1=CC=CC=C1)=O)C